8,8'-(((1S,3R)-3-HYDROXYCYCLOHEXYL)AZANEDIYL)BIS(N,N-DIDECYLOCTANAMIDE) O[C@H]1C[C@H](CCC1)N(CCCCCCCC(=O)N(CCCCCCCCCC)CCCCCCCCCC)CCCCCCCC(=O)N(CCCCCCCCCC)CCCCCCCCCC